COC=1C=C(CN(C=2SC=C(N2)COCCO)CC2=CC(=CC=C2)OC)C=CC1 2-((2-(bis(3-methoxybenzyl)amino)thiazol-4-yl)methoxy)ethanol